3-[tert-butoxycarbonyl(methyl)amino]propanoic acid C(C)(C)(C)OC(=O)N(CCC(=O)O)C